C(C)(C)(C)C1=CC=C(C=C1)CC(CC1=CC=C(C=C1)C(C)(C)C)(C=1O[C@@H]([C@@H](N1)C1=CC=CC=C1)C1=CC=CC=C1)C=1O[C@@H]([C@@H](N1)C1=CC=CC=C1)C1=CC=CC=C1 (4S,4'S,5R,5'R)-2,2'-(1,3-bis(4-(tertiary butyl)phenyl)propane-2,2-diyl)bis(4,5-diphenyl-4,5-dihydrooxazole)